silicic acid, potassium-aluminum-sodium salt [Na+].[Al+3].[K+].[Si]([O-])([O-])([O-])[O-]